sodium (2S,5R)-7-oxo-N-[2-(2-oxopyrrolidin-1-yl)ethoxy]-6-(sulfooxy)-1,6-diazabicyclo[3.2.1]octane-2-carboxamide O=C1N([C@@H]2CC[C@H](N1C2)C(=O)NOCCN2C(CCC2)=O)OS(=O)(=O)O.[Na]